BrC1=C(C=C2C(=C(C(N(C2=C1)C=1C(=NC=CC1C)C(C)C)=C=O)[N+](=O)[O-])N1[C@H](CN(CC1)C(=O)OC(C)(C)C)C)F tert-butyl (S)-4-(7-bromo-6-fluoro-1-(2-isopropyl-4-methylpyridin-3-yl)-3-nitro-2-carbonyl-1,2-dihydroquinolin-4-yl)-3-methylpiperazine-1-carboxylate